N-[3-(2-{5-[(1R,4R,7R)-7-amino-2-azabicyclo[2.2.1]heptane-2-carbonyl]-7-methoxy-1-methyl-1H-1,3-benzodiazol-2-yl}-1-(cyclopropylmethyl)-1H-indol-7-yl)phenyl]prop-2-enamide N[C@H]1[C@@H]2N(C[C@H]1CC2)C(=O)C2=CC1=C(N(C(=N1)C=1N(C3=C(C=CC=C3C1)C=1C=C(C=CC1)NC(C=C)=O)CC1CC1)C)C(=C2)OC